N-{2-[4-(4-Aminopiperidin-1-yl)-3-(3,5-difluorophenyl)chinolin-6-yl]-4,6-difluorophenyl}methansulfonamid NC1CCN(CC1)C1=C(C=NC2=CC=C(C=C12)C1=C(C(=CC(=C1)F)F)NS(=O)(=O)C)C1=CC(=CC(=C1)F)F